C(C)(C)C=1N=C(N(C1)C1=CC=CC=C1)C=1C=C2CN(C(C2=CC1)=O)C1C(NC(C(C1)=O)=O)=O 3-(5-(4-isopropyl-1-phenyl-1H-imidazol-2-yl)-1-oxoisoindolin-2-yl)piperidine-2,6-dioneON